2-[3-(4-Chloro-2-hydroxy-6-methylphenyl)-7H-pyrrolo[2,3-c]pyridazin-7-yl]-N-methyl-N-[(3R)-1-methylpyrrolidin-3-yl]acetamide hydrochloride Cl.ClC1=CC(=C(C(=C1)C)C1=CC2=C(N=N1)N(C=C2)CC(=O)N([C@H]2CN(CC2)C)C)O